C(C=C)(=O)N1C[C@H]2CN3N=CC4=C(C(=CC(=C34)C(N2CC1)=O)F)C1=CC=C(C=2SC(=C(C21)C#N)N)F 4-((3R,11aS)-10-Acryloyl-4-fluoro-6-oxo-8,9,10,11,11a,12-hexahydro-6H-pyrazino[2',1':3,4][1,4]diazepino[6,7,1-hi]indazol-3-yl)-2-amino-7-fluorobenzo[b]thiophene-3-carbonitrile